6-(isopropyl(methyl)amino)-4-((methylamino)methyl)-2-(6-(5,5,6-trimethyl-6,7-dihydro-5H-pyrrolo[2,1-c][1,2,4]triazol-3-yl)pyridin-2-yl)-2,3-dihydro-1H-pyrrolo[3,4-c]pyridin-1-one C(C)(C)N(C1=CC2=C(C(=N1)CNC)CN(C2=O)C2=NC(=CC=C2)C=2N1C(=NN2)CC(C1(C)C)C)C